C(C)(C)[C@H]1[C@@H](C[C@@H](CC1)C)OCC1(C2=C(N=C(O1)C1=CC=CC=C1)C=CC=C2)C 4-((((1r,2s,5r)-2-isopropyl-5-methylcyclohexyl)oxy)methyl)-4-methyl-2-phenyl-4H-benzo[d][1,3]oxazine